4-(3-bromo-4-fluorobenzyl)-8-methylphthalazin-1(2H)-one BrC=1C=C(CC2=NNC(C3=C(C=CC=C23)C)=O)C=CC1F